C(C=C)(=O)OCC(CC(COC(C=C)=O)C)C 2,4-dimethyl-1,5-pentanediol diacrylate